1-(dibutylphenyl)urea C(CCC)C=1C(=C(C=CC1)NC(=O)N)CCCC